(1-(2-chloro-4-methylphenyl)ethyl)benzoic acid ClC1=C(C=CC(=C1)C)C(C)C1=C(C(=O)O)C=CC=C1